4-methoxy-6-[5-methyl-1-(4-piperidyl)pyrazol-4-yl]pyrazolo[1,5-a]pyridine-3-carbonitrile COC=1C=2N(C=C(C1)C=1C=NN(C1C)C1CCNCC1)N=CC2C#N